C(C1=CC=CC=C1)SC(=S)SCCC(=O)O 3-benzylsulfanylthiocarbonylsulfanyl-propionic acid